4-(3-fluorophenyl)-5-(4-methoxynaphthalene-1-yl)-1H-pyrazole FC=1C=C(C=CC1)C=1C=NNC1C1=CC=C(C2=CC=CC=C12)OC